N-[5-(5-cyclopropylpyrazin-2-yl)-4-fluoro-2-methylphenyl]pyrazolo[1,5-a]pyridine-3-carboxamide C1(CC1)C=1N=CC(=NC1)C=1C(=CC(=C(C1)NC(=O)C=1C=NN2C1C=CC=C2)C)F